N-(5-(5-(6-methyl-1,4-oxazepan-4-yl)benzo[d]oxazol-2-yl)-8-(methylamino)-2,7-naphthyridin-3-yl)cyclopropanecarboxamide CC1CN(CCOC1)C=1C=CC2=C(N=C(O2)C2=C3C=C(N=CC3=C(N=C2)NC)NC(=O)C2CC2)C1